2-[benzenesulfonyl-(2-chloro-5-trifluoromethyl-phenyl)-amino]-N-pyridin-4-ylmethyl-acetamide C1(=CC=CC=C1)S(=O)(=O)N(CC(=O)NCC1=CC=NC=C1)C1=C(C=CC(=C1)C(F)(F)F)Cl